O=C1NC(CCC1N1C(C2=CC=C(C=C2C1=O)NCCCCCCN1N=CC(=C1)C1=NC2=CC(=CC=C2N=C1)N1CCOCC1)=O)=O 2-(2,6-Dioxopiperidin-3-yl)-5-((6-(4-(7-morpholinoquinoxalin-2-yl)-1H-pyrazol-1-yl)hexyl)amino)isoindoline-1,3-dione